ClC1=C(C(=CC=C1)F)C1(CC1)C1=NOC(=N1)C1=NN(C(=C1)C(F)F)CC(=O)N 2-(3-(3-(1-(2-chloro-6-fluoro-phenyl)cyclopropyl)-1,2,4-oxadiazol-5-yl)-5-(difluoromethyl)pyrazol-1-yl)acetamide